C(C)(=O)NC1=C(C(=O)OC)C=C(C=C1)OCC1=CC=C(C=C1)Cl methyl 2-acetamido-5-(4-chlorobenzyloxy)benzoate